NC=1C2=C(N=CN1)N(C(C(=C2)C2=CC=C(C=C2)OC2=CC=CC=C2)=O)C2CCC(CC2)N2CCN(CC2)C 4-amino-8-(4-(4-methylpiperazin-1-yl)cyclohexyl)-6-(4-phenoxyphenyl)pyrido[2,3-d]pyrimidin-7(8H)-one